methyl (S)-3-(5-bromo-2-fluorophenyl)-4-(6-((5,6,7,8-tetrahydro-1,8-naphthyridin-2-yl)methyl)-2,6-diazaspiro[3.4]octan-2-yl)butanoate BrC=1C=CC(=C(C1)[C@H](CC(=O)OC)CN1CC2(C1)CN(CC2)CC2=NC=1NCCCC1C=C2)F